C1CCC2C1CCC1C3CC4=C(N=CS4)CC3C(C(C21)O)O 2,3,3a,3b,4,5,5a,6,10,10a,10b,11,12,12a-tetradecahydro-1H-cyclopenta[7,8]phenanthro[2,3-d]thiazole-4,5-diol